C(CCCCCCCC)(=O)OC1=C(C=CC=C1)S(=O)(=O)[O-] nonanoyloxybenzenesulphonate